2-methyl-1,2,3,4-tetrahydronaphthalen CC1CC2=CC=CC=C2CC1